BrC=1C=C(C=CC1)NCC(=O)C1CC1 2-((3-bromophenyl)amino)-1-cyclopropyl-1-ethanone